N-(3-(trimethoxysilyl)propyl)butylamine CO[Si](CCCNCCCC)(OC)OC